sec-butylidenebisphenol C(C)(CC)(C1=C(C=CC=C1)O)C1=C(C=CC=C1)O